2-Bromo-4-chloro-3-methylpyridine BrC1=NC=CC(=C1C)Cl